German Copper [Cu].[GeH4]